6-(4-Chlorophenyl)-N-[(2R)-2,3-dihydroxypropyl]-2-(1-methyl-1H-pyrazol-4-yl)-3-oxo-2,3-dihydropyridazine-4-carboxamide ClC1=CC=C(C=C1)C=1C=C(C(N(N1)C=1C=NN(C1)C)=O)C(=O)NC[C@H](CO)O